ClC=1C=C(OCCNC2(CCCC2)C(=O)N[C@@H](C)C23CC(C2)(C3)C(=O)O)C=CC1 3-[(1S)-1-[[1-[2-(3-Chlorophenoxy)ethylamino]cyclopentanecarbonyl]amino]ethyl]bicyclo[1.1.1]pentane-1-carboxylic acid